tert-butyl 5-[5-[[4-methyl-6-(methylamino) pyrimidin-2-yl] amino]-2,3-dihydrobenzofuran-7-yl]-2,3,4,7-tetrahydroazepine-1-carboxylate CC1=NC(=NC(=C1)NC)NC=1C=C(C2=C(CCO2)C1)C=1CCCN(CC1)C(=O)OC(C)(C)C